3-Benzyl-3-azabicyclo[3.2.1]octan-8-amine C(C1=CC=CC=C1)N1CC2CCC(C1)C2N